Ethyl (S)-3-amino-3-(4'-cyclopropyl-4-fluoro-2',5,6'-trimethyl-[1,1'-biphenyl]-3-yl)propanoate Hydrochloride Cl.N[C@@H](CC(=O)OCC)C=1C=C(C=C(C1F)C)C1=C(C=C(C=C1C)C1CC1)C